2-amino-5-(4-sulfobutoxy)benzenesulfonic acid NC1=C(C=C(C=C1)OCCCCS(=O)(=O)O)S(=O)(=O)O